CC1=NC(=NC=C1C1=C2C=CNC(C2=CC=C1)=O)C(=O)NC1=CC(=NC=C1)C(F)(F)F 4-methyl-5-(1-oxo-1,2-dihydroisoquinolin-5-yl)-N-(2-(trifluoromethyl)pyridin-4-yl)pyrimidine-2-carboxamide